4-((2r,3s,4s,5r)-3-(3,4-difluoro-2-(3-hydroxy-2-(methoxymethyl)propoxy)phenyl)-4,5-dimethyl-5-(trifluoromethyl)tetrahydrofuran-2-carboxamido)pyridine FC=1C(=C(C=CC1F)[C@H]1[C@@H](O[C@]([C@H]1C)(C(F)(F)F)C)C(=O)NC1=CC=NC=C1)OCC(CO)COC